OC1=CC=C(C=C1)CC(CC1=CC=C(C=C1)O)=O 1,3-bis(4-hydroxyphenyl)-2-propanone